8-(1-((4-bromo-2-chloropyrimidin-5-yl)amino)ethyl)-2-isopropyl-3,6-dimethyl-4H-chromen-4-one BrC1=NC(=NC=C1NC(C)C=1C=C(C=C2C(C(=C(OC12)C(C)C)C)=O)C)Cl